ClC1=NC2=CC=C(C=C2C=C1CN1N=NC(=C1C)C(C)=O)OC chloro-6-methoxy-3-((4-acetyl-5-methyl-1H-1,2,3-triazol-1-yl)methyl)quinoline